(S)-N-(1-(butylsulfonyl)piperidin-4-yl)-N-(1-phenylethyl)isoquinoline-3-carboxamide C(CCC)S(=O)(=O)N1CCC(CC1)N(C(=O)C=1N=CC2=CC=CC=C2C1)[C@@H](C)C1=CC=CC=C1